S1C(=NC2=C1C=CC=C2)NC2=C(C=C(N=N2)N(C=2SC(=C(N2)C(=O)O)CCCOC2=C(C=C(C=C2)C#CCN(C)C)F)CCCCN2CCNCC2)C 2-[[6-(1,3-Benzothiazol-2-ylamino)-5-methyl-pyridazin-3-yl]-(4-piperazin-1-ylbutyl)amino]-5-[3-[4-[3-(dimethylamino)prop-1-ynyl]-2-fluoro-phenoxy]propyl]thiazole-4-carboxylic acid